FC1=CC(=C(C=C1[N+](=O)[O-])NC1=NC=CC=N1)OC N-(4-fluoro-2-methoxy-5-nitrophenyl)pyrimidin-2-amine